C1(=CC=CC=C1)[C@@H](N)C(=O)O |o1:6| (R) or (S)-2-phenylglycine